3'-(((tert-butyldimethylsilyl)oxy)methyl)-5,5-dimethyl-4-oxo-3'H-spiro[cyclohexane-1,1'-isobenzofuran] [Si](C)(C)(C(C)(C)C)OCC1OC2(C3=CC=CC=C13)CCC(C(C2)(C)C)=O